FC1=CC=C(O[C@H]2[C@@H](CN(CC2)C2=CC(N(C=3C=CC(=NC23)C#N)C)=O)C)C=C1 8-((3R,4R)-4-(4-Fluorophenoxy)-3-methylpiperidin-1-yl)-5-methyl-6-oxo-5,6-dihydro-1,5-naphthyridin-2-carbonitril